(5E,9E)-6,10-Dimethyl-11-oxoundeca-5,9-dien-2-yl Acetate C(C)(=O)OC(C)CC\C=C(\CC\C=C(\C=O)/C)/C